Bis(t-butylcyclohexyl) peroxydicarbonate C(=O)(OC1(CCCCC1)C(C)(C)C)OOC(=O)OC1(CCCCC1)C(C)(C)C